(R)-3-((3-(8-Aminopyrido[3,4-d]pyrimidin-2-yl)-4-methoxyphenyl)ethynyl)-3-hydroxy-1-methylpyrrolidin-2-one NC1=NC=CC2=C1N=C(N=C2)C=2C=C(C=CC2OC)C#C[C@]2(C(N(CC2)C)=O)O